5-isopropyl-1-methyl-1H-indole-2-carboxamide C(C)(C)C=1C=C2C=C(N(C2=CC1)C)C(=O)N